BrC=1C=C2NCC(NC2=CC1)=O 6-bromo-3,4-dihydroquinoxalin-2(1H)-one